O=POP(=O)=O diphosphorus tetraoxide